CN(C(OC(C)Cl)=O)C 1-Chloroethyl dimethylcarbamate